C(C=C)OC(COCC(CC)C)=O (2-Methylbutoxy)acetic acid (+-)-allyl ester